C(C)C1=CC=C(C=C1)S(=O)(=O)C=1C=NC2=CC=C(C=C2C1N1CCC(CC1)C)OC(F)(F)F 3-((4-ethylphenyl)sulfonyl)-4-(4-methylpiperidin-1-yl)-6-(trifluoromethoxy)quinoline